O[C@@H]1[C@H](CCCC1)NC(C1=CC(=C(C=C1)C)NCC=1C=NC=C(C1)C1=CSC=C1)=O N-[(1S,2S)-2-hydroxycyclohexyl]-4-methyl-3-({[5-(thiophen-3-yl)pyridin-3-yl]methyl}amino)benzamide